(3Z)-1-bromo-3-octene BrCC\C=C/CCCC